3-(5-chlorothiophene-2-carboxamido)piperidin ClC1=CC=C(S1)C(=O)NC1CNCCC1